C(C)(C)(C)OC(N(C(C)C)CC)=O Ethyl-propan-2-ylcarbamic acid tert-butyl ester